N-(4-methoxyphenyl)-P-methyl-P-(4-(5-(trifluoromethyl)-1,2,4-oxadiazol-3-yl)benzyl)phosphinic amide COC1=CC=C(C=C1)NP(=O)(CC1=CC=C(C=C1)C1=NOC(=N1)C(F)(F)F)C